S1C(=CC=C1)C(=O)C=1C=C2C=3C=C(C=CC3N(C2=CC1)CC)C(C(CC1CCCCC1)=O)=O 1-(6-thiophenoyl-9-ethylcarbazole-3-yl)-(3-cyclohexyl)-propane-1,2-dione